FC1=C(C=CC=C1)CNC 1-(2-fluorophenyl)-N-methylmethylamine